3-[4-(fluoromethoxy)phenyl]-1-[4-(6-hydroxyhexoxy)phenyl]prop-2-en-1-one FCOC1=CC=C(C=C1)C=CC(=O)C1=CC=C(C=C1)OCCCCCCO